CN1CC(CC1)C(=O)OCC(C)COC(CCCCCCCCCCCCC)=O 2-((tetradecanoyloxy)methyl)propyl 1-methylpyrrolidine-3-carboxylate